NC1=CC(=C(C=C1)S(=O)(=O)F)OC 4-Amino-2-methoxyphenylsulfuryl fluoride